(3R)-N-(4-tert-butylphenyl)-2-cyano-N-[2-(cyclohexylamino)-2-oxo-1-(3-pyridyl)ethyl]-3,4-dihydro-1H-isoquinoline-3-carboxamide C(C)(C)(C)C1=CC=C(C=C1)N(C(=O)[C@@H]1N(CC2=CC=CC=C2C1)C#N)C(C(=O)NC1CCCCC1)C=1C=NC=CC1